dimethyl-5,6'-diaminobiphenyl CC=1C(=C(C=C(C1)N)C1=CC=CC=C1N)C